1-cyclobutyl-4-((3-(pyridin-2-yl)isoxazol-5-yl)methyl)-1,4-dihydropyrazine-2,3-dione C1(CCC1)N1C(C(N(C=C1)CC1=CC(=NO1)C1=NC=CC=C1)=O)=O